CC1([C@](C1)(C1=CC=CC=C1)CNS(=O)(=O)C=1C=NC(=CC1)OC(C)C)C (R)-N-((2,2-dimethyl-1-phenylcyclopropyl)methyl)-6-isopropoxypyridine-3-sulfonamide